(S)-2-((7-(3-chloro-4-fluorophenyl)-4,5,6,7-tetrahydrobenzo[d]thiazol-2-yl)amino)-2-oxoethyl (2-(dimethylamino)ethyl)sulfamate CN(CCNS(OCC(=O)NC=1SC2=C(N1)CCC[C@H]2C2=CC(=C(C=C2)F)Cl)(=O)=O)C